NC1=CC=C(C=C1)C(O)C1=CC=C(C=C1)C1=CC=C(C=C1)F (4-aminophenyl)(4'-fluoro-[1,1'-biphenyl]-4-yl)methanol